C(CCCCCCCCCCCCCCC)N1CN(C=C1)CCCCCCCCCCCCCCCC 1,3-dihexadecylimidazole